dibromocyclopropane C1CC1(Br)Br